5-(6-amino-9H-purin-9-yl)-4-hydroxytetrahydrofuran-3-yl 6-((R)-2-((((4-azidobenzyl)oxy)carbonyl)amino)-3-(tert-butyldisulfanyl)propanamido)-2-((tert-butoxycarbonyl)amino)hexanoate N(=[N+]=[N-])C1=CC=C(COC(=O)N[C@H](C(=O)NCCCCC(C(=O)OC2COC(C2O)N2C3=NC=NC(=C3N=C2)N)NC(=O)OC(C)(C)C)CSSC(C)(C)C)C=C1